NCC1=C(C=CC=C1)SC1=C(C=CC=C1)CO [2-[2-(aminomethyl)phenyl]sulfanylphenyl]methanol